FC(C=1C=C2CC[C@H](C2=CC1)N)F (R)-5-(difluoromethyl)-2,3-dihydro-1H-inden-1-amine